4-[(1s,4s,5r)-5-({5-cyclopropyl-3-[2-(trifluoromethyl)phenyl]-1,2-oxazol-4-yl}methoxy)-2-azabicyclo[2.2.1]heptan-2-yl]-3-fluorobenzoic acid C1(CC1)C1=C(C(=NO1)C1=C(C=CC=C1)C(F)(F)F)CO[C@H]1[C@@H]2CN([C@H](C1)C2)C2=C(C=C(C(=O)O)C=C2)F